C1(=CC=C(C=C1)CNC(=O)C=1N=C(SC1)C#C)C1=CC=CC=C1 N-([1,1'-biphenyl]-4-ylmethyl)-2-ethynyl-thiazole-4-carboxamide